ClC1=CC=C(CN2C(N(C(NC2=NC2=CC=C(C=C2)OC2=NC=CC=C2)=O)CC2(C(NC(O2)=O)=O)C)=O)C=C1 5-((3-(4-chlorobenzyl)-2,6-dioxo-4-((4-(pyridin-2-yloxy)phenyl)imino)-1,3,5-triazin-1-yl)methyl)-5-methyl-oxazolidine-2,4-dione